C(C)(C)(C)OC(NC=1C(N(C=CC1)C1C(C1)(C)C(F)F)=O)=O (1-(2-(difluoromethyl)-2-methylcyclopropyl)-2-oxo-1,2-dihydropyridin-3-yl)carbamic acid tert-butyl ester